BrCC=1C(=NC=CC1)C(=O)OCC ethyl 3-(bromomethyl)picolinate